CO[Si](CCCOC(C=C)=O)(OC)OC 3-(Trimethoxysilyl)propylacrylat